C(#N)C=1C(=C2C(=NC1)NC=C2)NC2CC(CC2CC)N2ONC1=C2C=CC=C1 N-(3-((5-cyano-1H-pyrrolo[2,3-b]pyridin-4-yl)amino)-4-ethylcyclopentyl)benzo[c][1,2,5]oxadiazole